N=S1(CCCCC1)=O 1-Iminohexahydro-1λ6-thiopyran-1-oxide